C1(CCC1)OC(NC1=NC2=C(N1)C=CC(=C2)C2=C(C=CC(=C2)CC2=NNC(C1=CC=CC=C21)=O)F)=O (5-(2-fluoro-5-((4-oxo-3,4-dihydrophthalazin-1-yl)methyl)phenyl)-1H-benzimidazol-2-yl)carbamic acid cyclobutyl ester